C(C)(=O)C1=CC(=C2C=C(C3(C2=C1)CCC(CC3)(C(=O)OC)N(C(C(F)(F)F)=O)C3=CC(=CC=C3)Cl)Br)C methyl (1s,4s)-6'-acetyl-2'-bromo-4-[(3-chlorophenyl)(trifluoroacetyl)amino]-4'-methylspiro[cyclohexane-1,1'-indene]-4-carboxylate